ethyl (3E)-2,2-dimethyl-3-[3-(4-methylpyrimidin-2-yl)prop-2-yn-1-ylidene]pyrrolidine-1-carboxylate CC/1(N(CC\C1=C/C#CC1=NC=CC(=N1)C)C(=O)OCC)C